CNC(=O)C12C3C4C5(C(C14)C2C53)C(=O)OC Methyl 4-(methylcarbamoyl)cubane-1-carboxylate